ClC1=NC=NN2C1=CC(=C2)C=2C=NN(C2)C 4-Chloro-6-(1-methyl-1H-pyrazol-4-yl)pyrrolo[2,1-f][1,2,4]triazine